C(C1=CC=CC=C1)OC1CCC(N(C1)C(=O)OC(C)(C)C)(C)C tert-butyl 5-benzyloxy-2,2-dimethyl-piperidine-1-carboxylate